(2-(3-((R)-3-((5-(Trifluoromethyl)pyrimidin-2-yl)amino)piperidin-1-yl)imidazo[1,5-a]pyrazin-8-yl)piperidin-1-yl)prop-2-en-1-one FC(C=1C=NC(=NC1)N[C@H]1CN(CCC1)C1=NC=C2N1C=CN=C2C2N(CCCC2)C(C=C)=O)(F)F